(2r,3r)-3-((1H-1,2,4-triazol-1-yl)methyl)-3-(2,5-difluorophenyl)oxirane-2-carbonitrile N1(N=CN=C1)C[C@@]1([C@H](O1)C#N)C1=C(C=CC(=C1)F)F